1-Isopropylspiro[6,7-dihydro-4H-indazole-5,4'-piperidine] C(C)(C)N1N=CC=2CC3(CCNCC3)CCC12